N-(2-aminoethyl)-3-aminopropylmethylethoxysilane NCCNCCC[SiH](OCC)C